5-((1-(5-(trifluoromethyl)pyridin-2-yl)-1H-1,2,3-triazol-4-yl)amino)picolinonitrile FC(C=1C=CC(=NC1)N1N=NC(=C1)NC=1C=CC(=NC1)C#N)(F)F